ClC1=CC=C(C=C1)C1=C[C@@H](CCC1)O (R)-4'-chloro-3,4,5,6-tetrahydro-[1,1'-biphenyl]-3-ol